C(C)OC(=O)C1=NN2C(N=C(C=C2Cl)Cl)=C1C1CCOCC1 5,7-dichloro-3-(tetrahydro-2H-pyran-4-yl)pyrazolo[1,5-a]pyrimidine-2-carboxylic acid ethyl ester